2'-O-(tert-Butyldimethylsilyl)-3'-deoxy-3',4'-didehydrouridine-5'-triphosphate P(O)(=O)(OP(=O)(O)OP(=O)(O)O)OCC1=C[C@H]([C@@H](O1)N1C(=O)NC(=O)C=C1)O[Si](C)(C)C(C)(C)C